1-[(2S)-2-(hydroxymethyl)azetidin-1-yl]prop-2-en-1-one Butyl-((2-((5-((tert-butoxycarbonyl)(4,4-difluorocyclohexyl)amino)pentyl)oxy)-4-methylphenyl)sulfonyl)-L-prolinate C(CCC)[C@@]1(N(CCC1)S(=O)(=O)C1=C(C=C(C=C1)C)OCCCCCN(C1CCC(CC1)(F)F)C(=O)OC(C)(C)C)C(=O)O.OC[C@H]1N(CC1)C(C=C)=O